[3-[[2-Fluoro-4-(trifluoromethyl)phenyl]methoxy]azetidin-1-yl]-[(3S)-3-(1H-1,2,4-triazol-5-yl)pyrrolidin-1-yl]methanone FC1=C(C=CC(=C1)C(F)(F)F)COC1CN(C1)C(=O)N1C[C@H](CC1)C1=NC=NN1